2-((3,5-dicyano-4-ethyl-6-(4-(4-methylpiperazin-1-yl)piperidin-1-yl)pyridin-2-yl)thio)-2-phenylacetamide C(#N)C=1C(=NC(=C(C1CC)C#N)N1CCC(CC1)N1CCN(CC1)C)SC(C(=O)N)C1=CC=CC=C1